C1(=CC=CC=C1)OP(=O)(OC1=CC=CC=C1)OC1=CC=CC=C1.C(C1=CC=CC=C1)OC=1C=C(CC(C2=CC=CC=C2)Cl)C=CC1OC 3-benzyloxy-4-methoxybenzylbenzylchloride triphenyl-phosphate